5-[(2S,6R)-2-[[4-[6-[(3R,4S)-3-amino-4-methoxy-pyrrolidin-1-yl]-2-pyridyl]piperazin-1-yl]methyl]-6-methyl-morpholin-4-yl]quinoline-8-carbonitrile N[C@@H]1CN(C[C@@H]1OC)C1=CC=CC(=N1)N1CCN(CC1)C[C@H]1CN(C[C@H](O1)C)C1=C2C=CC=NC2=C(C=C1)C#N